methyl 2-(((1R*,6R*)-5-(6-((4-cyano-2-fluorobenzyl)oxy)pyridin-2-yl)-2,5-diazabicyclo[4.2.0]octan-2-yl)methyl)-4-fluoro-1-(((S)-oxetan-2-yl)methyl)-1H-benzo[d]imidazole-6-carboxylate C(#N)C1=CC(=C(COC2=CC=CC(=N2)N2CCN([C@@H]3CC[C@@H]23)CC2=NC3=C(N2C[C@H]2OCC2)C=C(C=C3F)C(=O)OC)C=C1)F |o1:18,21|